NC=1SC(=C(C1C(=O)N)C1=CC=CC=C1)C 2-amino-5-methyl-4-phenylthiophene-3-carboxamide